OC1=CC2=C(C(C3=C(N(S2(=O)=O)C)C=CC=C3)=O)C=C1 3-Hydroxy-6-methyldibenzo[c,f][1,2]thiazepin-11(6H)-one 5,5-dioxide